N1C=CC2=C(C=CC=C12)NC1=NN2C(=NC=CC2=N1)C1=CC(=C(C(=C1)OC)OC)OC N-(1H-indol-4-yl)-5-(3,4,5-trimethoxyphenyl)-[1,2,4]triazolo[1,5-c]pyrimidin-2-amine